[N+](#[C-])/C=C/C1CCCCC1 (E)-(2-Isocyanovinyl)cyclohexane